5-amino-6-bromo-1-(1-methylpiperidin-4-yl)-3,4-dihydroquinazolin-2-one NC1=C2CNC(N(C2=CC=C1Br)C1CCN(CC1)C)=O